(3ar,5r,6ar)-5-(((tert-butyldiphenylsilyl)oxy)methyl)-6-ethynyl-2,2-dimethyl-tetrahydrofurano[2,3-d][1,3]dioxol-6-ol [Si](C1=CC=CC=C1)(C1=CC=CC=C1)(C(C)(C)C)OC[C@@H]1C([C@@H]2[C@@H](OC(O2)(C)C)O1)(O)C#C